C(CCCCCC(C)C)OC(C1=CC=C(C(=O)OCCCCCCC(C)C)C=C1)=O Di-(isononyl)-terephthalate